2-chloro-4-(3,5-dimethyl-1H-1,2,4-triazol-1-yl)-5-fluoropyrimidine ClC1=NC=C(C(=N1)N1N=C(N=C1C)C)F